4-chloro-2,2-dideuterio-3H-benzofuran ClC1=CC=CC2=C1CC(O2)([2H])[2H]